N-((6-methoxy-1,2-dimethyl-1H-benzimidazol-7-yl)methyl)-6-(trifluoromethoxy)-nicotinamide COC=1C=CC2=C(N(C(=N2)C)C)C1CNC(C1=CN=C(C=C1)OC(F)(F)F)=O